C1(NCC2=CC=CC=C12)=S Isoindoline-1-thione